C(C)(C)N1N=CC(=C1)C1=CC=2N(N=C1C)C(=CN2)C=2C(=NC1=NC=CC=C1C2)C2=NC=CN=C2 (7-(1-isopropyl-1H-pyrazol-4-yl)-6-methylimidazo[1,2-b]pyridazin-3-yl)-2-(pyrazin-2-yl)-1,8-naphthyridine